3-methyl-3-azabicyclo[3.1.0]hexane-1-carboxamide CN1CC2(CC2C1)C(=O)N